FC(CCS(=O)(=O)NC1=C(C=CC2=C(C(=CC=C12)C)OC1=NC=NC=C1C1=NC(=NC=C1)N[C@@H]1CNC[C@@](C1)(C)F)F)(F)F 3,3,3-trifluoro-N-(2-fluoro-5-((2-(((3S,5S)-5-fluoro-5-methylpiperidin-3-yl)amino)-[4,5'-bipyrimidin]-4'-yl)oxy)-6-methylnaphthalen-1-yl)propane-1-sulfonamide